6,7-difluoro-11-[[(2-methoxy-4-pyridyl)methyl-[(3S)-1-(6-nitro-3-pyridyl)-3-piperidyl]amino]methyl]-2-methyl-4-oxa-1-azatricyclo[7.3.1.05,13]trideca-5(13),6,8,11-tetraen-10-one FC=1C=2OCC(N3C=C(C(C(=CC1F)C32)=O)CN([C@@H]3CN(CCC3)C=3C=NC(=CC3)[N+](=O)[O-])CC3=CC(=NC=C3)OC)C